4-isopropyl-N-(1-((2-methoxypyrimidin-5-yl)methyl)piperidin-4-yl)-5-(8-methyl-[1,2,4]triazolo[1,5-a]pyridin-6-yl)-1H-pyrazole-3-carboxamide C(C)(C)C=1C(=NNC1C=1C=C(C=2N(C1)N=CN2)C)C(=O)NC2CCN(CC2)CC=2C=NC(=NC2)OC